1-(5-tert-butyl-2H-pyrazol-3-yl)-3-{4-[5-(2-methoxyl-ethoxyl)-benzimidazol-1-yl]-phenyl}-urea C(C)(C)(C)C=1C=C(NN1)NC(=O)NC1=CC=C(C=C1)N1C=NC2=C1C=CC(=C2)OCCOC